C(C)(C)(C)N(C(O)=O)C1CC(CCC1)NC(C1=C(N=CC(=C1)C1=CC=C2C(=NNC2=C1)C(NC)=O)OC)=O.N1CC(C1)C=1C=CC=C2C=CC(=NC12)N1C=NC2=C1C=CC(=C2)OCC2(COC2)C 8-(azetidin-3-yl)-2-[5-[(3-methyloxetan-3-yl)methoxy]Benzimidazol-1-yl]Quinoline tert-butyl-(3-(2-methoxy-5-(3-(methylcarbamoyl)-1H-indazol-6-yl)nicotinamido)cyclohexyl)carbamate